[Cl-].[Cl-].C(C)(C)C=1C(C2=CC=CC(=C2C1)C1=CC=C(C=C1)C(C)CC)[Zr+2]C1C(=CC2=C(C=CC=C12)C1=CC=C(C=C1)C(C)CC)C (2-isopropyl-4-(p-sec.butyl-phenyl)indenyl)(2-methyl-4-(p-sec.butyl-phenyl)indenyl)-zirconium dichloride